4-(2-methylphenyl)benzoyl chloride CC1=C(C=CC=C1)C1=CC=C(C(=O)Cl)C=C1